2-(5-(4-(4-(2,6-Difluorobenzyl)-5-oxo-4,5-dihydro-1H-1,2,4-triazol-1-yl)-2-fluorophenoxy)-4-methylthiazol-2-yl)-2,2-difluoroacetic acid FC1=C(CN2C=NN(C2=O)C2=CC(=C(OC3=C(N=C(S3)C(C(=O)O)(F)F)C)C=C2)F)C(=CC=C1)F